N1([C@H](COCC1)C(=O)OC)C(=O)OC(C)(C)C 4-(tert-butyl) 3-methyl (R)-morpholine-3,4-dicarboxylate